2-fluoro-N-(2-fluoro-4-(4,4,5,5-tetramethyl-1,3,2-dioxaborolan-2-yl)phenyl)benzenesulfonamide FC1=C(C=CC=C1)S(=O)(=O)NC1=C(C=C(C=C1)B1OC(C(O1)(C)C)(C)C)F